N-mercaptoethylacrylamide SCCNC(C=C)=O